benzoic acid diacrylate C(C=C)(=O)O.C(C=C)(=O)O.C(C1=CC=CC=C1)(=O)O